2-(1,1-dimethylethyl)-4-ethyl-phenol CC(C)(C)C1=C(C=CC(=C1)CC)O